BrC=1C(=NN(C1C)CC1=CC=C(C=C1)OC)C 4-bromo-1-(4-methoxybenzyl)-3,5-dimethyl-1H-pyrazole